methyl 2,5-dimethoxy-2,5-dihydro-furan-3-carboxylate COC1OC(C=C1C(=O)OC)OC